C(C)(C)(C)OC(=O)NC=1C=C(C=CC1)B1OC(C)(C)C(C)(C)O1 {3-[(tert-butoxycarbonyl)amino]phenyl}boronic acid pinacol ester